IC1=CC=C(C=C1)C=1N=CSC1 4-(4-iodophenyl)thiazole